4-{[(6-Bromopyridin-3-yl)methyl](2-fluoroethyl)amino}furan-2(5H)-one BrC1=CC=C(C=N1)CN(C1=CC(OC1)=O)CCF